7-methyl-6-(4,4,5,5-tetramethyl-1,3,2-dioxaborolan-2-yl)imidazo[1,2-a]pyridine CC1=CC=2N(C=C1B1OC(C(O1)(C)C)(C)C)C=CN2